tert-butyl-(1-(4-((2-methoxyethoxy)methyl)phenyl)ethoxy)dimethylsilane C(C)(C)(C)[Si](C)(C)OC(C)C1=CC=C(C=C1)COCCOC